(E)-3-(2-chloro-4-fluorophenyl)-N'-((E)-3-(2-chloro-4-fluorophenyl)acryloyl)acrylohydrazide ClC1=C(C=CC(=C1)F)/C=C/C(=O)NNC(\C=C\C1=C(C=C(C=C1)F)Cl)=O